FC(C(C(C(C(C=CC(C(F)(F)F)(C(F)(F)F)F)(F)F)(F)F)(F)F)(F)F)(F)F pentadecafluoro-2-(trifluoromethyl)non-3-ene